FC=1C=C(C=C(C1)F)[C@@H](CC(=O)NC[C@H](CC1=C(C=C(C(=O)NC)C=C1)C)N(C)C)C1(CC1)C(F)(F)F 4-((S)-3-((R)-3-(3,5-difluorophenyl)-3-(1-(trifluoromethyl)cyclopropyl)propanamido)-2-(dimethylamino)propyl)-N,3-dimethylbenzamide